NC1=CC=CC(=C1C#N)SC1=CC(=CC=C1)Br 6-Amino-2-(3-bromophenylthio)benzenecarbonitrile